C(CCCCCCCCCCCCC)(=O)OC[C@@H](OC(CCCCCCCCCCCCC)=O)COP(=O)(O)O.FC=1C(=CC=2C3=C(NC(C2C1)=O)COC[C@@H]3N(C(C3=CC(=CC=C3)S(NC)(=O)=O)=O)C)F (R)-N-(8,9-difluoro-6-oxo-1,4,5,6-tetrahydro-2H-pyrano[3,4-c]isoquinolin-1-yl)-N-methyl-3-(N-methylsulfamoyl)benzamide 1,2-Dimyristoyl-sn-glycero-3-phosphate